C(CCC(=O)O)(=O)O.C(CC(=O)NN)(=O)NN malonic acid, dihydrazide succinate